2-(3,4-Dihydroisoquinolin-2(1H)-yl)malononitrile C1N(CCC2=CC=CC=C12)C(C#N)C#N